6-hydroxy-2-isobutyl-4-(4-methoxybenzyl)-5-oxo-4,5-dihydrothieno[3,2-b]pyridine-7-carboxylic acid OC1=C(C2=C(N(C1=O)CC1=CC=C(C=C1)OC)C=C(S2)CC(C)C)C(=O)O